4-hydroxy-2-oxoheptan-1,7-dioate OC(CC(C(=O)[O-])=O)CCC(=O)[O-]